FC(C1=C(OC2CCNCC2)C=CC=C1)(F)F 4-(2-trifluoromethyl-phenoxy)piperidine